FC(C(=O)O)(F)F.NCC1C(C1)C1=C(C=C(C=C1)NC1=NC=2N(C(=C1)NC1CC1)N=CC2C#N)CS(=O)(=O)C 5-((4-(2-(aminomethyl)cyclopropyl)-3-((methylsulfonyl)methyl)phenyl)amino)-7-(cyclopropylamino)pyrazolo[1,5-a]pyrimidine-3-carbonitrile monotrifluoroacetic acid salt